(R)-8-(8-((6-amino-2-(trifluoromethyl)pyridin-3-yl)thio)-7-methylimidazo[1,2-c]pyrimidin-5-yl)-8-azaspiro[4.5]decan-1-amine NC1=CC=C(C(=N1)C(F)(F)F)SC=1C=2N(C(=NC1C)N1CCC3(CCC[C@H]3N)CC1)C=CN2